FC(N1N=CC(=C1)C1=NNC=C1NC=1N=CC2=C(N1)N(C(C21CC1)=O)[C@H]1C[C@@H](CCC1)O)F 2'-((1'-(difluoromethyl)-1H,1'H-[3,4'-bipyrazol]-4-yl)amino)-7'-((1R,3R)-3-hydroxycyclohexyl)spiro[cyclopropane-1,5'-pyrrolo[2,3-d]pyrimidin]-6'(7'H)-one